tert-butyl 8-methoxy-5-(4-sulfamoyl benzyl)-2,3,4,5-tetrahydro-1H-pyrido[3,2-b]indole-1-carboxylate COC1=CC=2C3=C(N(C2C=C1)CC1=CC=C(C=C1)S(N)(=O)=O)CCCN3C(=O)OC(C)(C)C